3-methyl-5-tert-butyl-1,2-phenylene di(4-methylbenzoate) CC1=CC=C(C(=O)OC2=C(C(=CC(=C2)C(C)(C)C)C)OC(C2=CC=C(C=C2)C)=O)C=C1